O1C(=NC2=C1C=CC=C2)C=2N=C(N(C(C2O)=O)C)N2[C@H](C1=CC(=CC=C1CC2)C(=O)O)C2=CC=CC=C2 (1S)-2-[4-(1,3-benzoxazol-2-yl)-5-hydroxy-1-methyl-6-oxopyrimidin-2-yl]-1-phenyl-3,4-dihydro-1H-isoquinoline-7-carboxylic acid